NC1=CC(=C(C=C1)C1=CC=2N=CN=CC2N1C1CCN(CC1)CC1=NC(=CC=C1)C)OC 6-(4-amino-2-methoxyphenyl)-5-(1-((6-methylpyridin-2-yl)methyl)piperidin-4-yl)-5H-pyrrolo[3,2-d]pyrimidin